C(C1=CC=CC=C1)O[C@@H](C(=O)N)[C@H]([C@@H]([C@@H](COCC1=CC=CC=C1)O)OCC1=CC=CC=C1)OCC1=CC=CC=C1 (2R,3S,4R,5R)-2,3,4,6-tetrabenzyloxy-5-hydroxy-hexanamide